2,5-dichloro-N-(3-(isopropylsulfonyl)-1-methyl-1H-pyrazol-4-yl)pyrimidin-4-amine ClC1=NC=C(C(=N1)NC=1C(=NN(C1)C)S(=O)(=O)C(C)C)Cl